C(C)C=1C=CC(=C(C1)C1=NC=NC(=C1)OC)N1N=NC(=C1)C(F)(F)F 4-(5-ethyl-2-(4-(trifluoromethyl)-1H-1,2,3-triazol-1-yl)phenyl)-6-methoxypyrimidine